COC1=CC=2C=3C4=C(C5=CC(=C(C=C5C=5C4=C(C2C=C1OC)C(=C(C5)OCCCCC)OCCCCC)OCCCCC)OCCCCC)C(=C(C3OCCCCC)OCCCCC)[N+](=O)[O-] 5,6-dimethoxy-1-nitro-2,3,8,9,12,13-hexa(pentoxy)dibenzo[fg,op]tetracene